8-allyloxy-1,3,6-pyrenetrisulfonate sodium [Na+].C(C=C)OC=1C=C(C=2C=CC3=C(C=C(C=4C=CC1C2C43)S(=O)(=O)[O-])S(=O)(=O)[O-])S(=O)(=O)[O-].[Na+].[Na+]